(Z)-(S)-3-(5-(4-(6-(4-(1-(4-Hydroxyphenyl)-2-phenylbut-1-en-1-yl)phenoxy)hexyl)piperazin-1-yl)-1-oxoisoindolin-2-yl)piperidin-2,6-dion OC1=CC=C(C=C1)/C(=C(\CC)/C1=CC=CC=C1)/C1=CC=C(OCCCCCCN2CCN(CC2)C=2C=C3CN(C(C3=CC2)=O)[C@@H]2C(NC(CC2)=O)=O)C=C1